2-(4,4-difluorobut-3-en-1-yl)-2,5,7,8-tetramethylchroman-6-ol FC(=CCCC1(OC2=C(C(=C(C(=C2CC1)C)O)C)C)C)F